FC1=C(C=C(C=C1)NC(=O)N1CCNCC1)C1=NC(=NC(=C1)N1CCOCC1)C1=CC(=CC=C1)CO N-[4-fluoro-3-[2-[3-(hydroxymethyl)phenyl]-6-(4-morpholinyl)-4-pyrimidinyl]phenyl]-1-piperazinecarboxamide